NC1=CC(=C(C(=C1)Cl)C(C=1C=C(C(NN1)=O)C1CC1)O)Cl 6-((4-amino-2,6-dichlorophenyl)(hydroxy)methyl)-4-cyclopropylpyridazin-3(2H)-one